C(C)(=O)ON=C(C(=O)C1=CC=C(C=C1)SC1=CC=CC=C1)CC1CCCCC1 N-acetoxy-1-(4-phenylmercaptophenyl)-3-cyclohexylpropane-1-one-2-imine